tetrahydronaphthol C1(CCCC2=CC=CC=C12)O